methyl-1-(2-hydroxyethyl)-4-hexadecylimidazole isophthalate C(C1=CC(C(=O)O)=CC=C1)(=O)O.CC=1N(C=C(N1)CCCCCCCCCCCCCCCC)CCO